COC=1C=C(C=CC1OC)C=1NC2=CC=C(C=C2C1C(C)C)N1CCNCC1 2-(3,4-dimethoxyphenyl)-3-isopropyl-5-(piperazin-1-yl)-1H-indole